CC1=CC(OC2=CC(=CC=C12)CN(C(O)=O)C)=O.N1C=CC=2C(=CC=CC12)OCC1=CC=C(CN[C@@H](C(=O)N)C)C=C1 (2R)-2-(4-(1H-indol-4-oxymethyl)benzyl)amino-propionamide 4-methyl-2-oxo-2H-chromen-7-yl-dimethylcarbamate